C(C)OC(=O)C=1C(C2=C(N=CN=C2)N(C1)C=1SC=CN1)=O 5-oxo-8-(1,3-thiazol-2-yl)-5h,8h-pyrido[2,3-d]pyrimidine-6-carboxylic acid ethyl ester